3-(difluoromethyl)-5-fluoro-1-methyl-1H-pyrazole-4-carbaldehyde FC(C1=NN(C(=C1C=O)F)C)F